(10R)-N-(4-([1,2,4]triazolo[1,5-a]pyridin-7-yloxy)-3-methylphenyl)-8,9,10,11-tetrahydro-7H-6,10-methano[1,4,7]oxadiazonino[3,2-g]quinazolin-4-amine N=1C=NN2C1C=C(C=C2)OC2=C(C=C(C=C2)NC2=NC=NC1=CC3=C(C=C21)N2CCN[C@@H](CO3)C2)C